C(CCC)CC(C(N)(CCCC)CCCC)(N)CCCC tetrabutyl-1,2-propanediamine